COC1=CC=C2C(=CC(NC2=C1)=O)CC1=CC(=C(C=C1)OCC1=CC=C(C=C1)OC)OC 7-methoxy-4-[[3-methoxy-4-[(4-methoxyphenyl)methoxy]phenyl]methyl]quinolinone